Tert-butyl 7-(2-hydroxy-4-oxo-pyrido[1,2-a]pyrimidin-7-yl)-4,7-diazaspiro[2.5]octane-4-carboxylate OC=1N=C2N(C(C1)=O)C=C(C=C2)N2CCN(C1(CC1)C2)C(=O)OC(C)(C)C